NC=1C(OC=CC1)C1=CC=CC=C1 aminophenyl-pyran